hydroxy {2-oxo-2-[6-(trifluoromethyl) pyridin-3-yl] ethyl} malonate C(CC(=O)OCC(C=1C=NC(=CC1)C(F)(F)F)=O)(=O)OO